6-chloro-1-(cyclopropylmethyl)-1H-pyrrolo[2,3-b]pyridine-2-carboxylic acid ClC1=CC=C2C(=N1)N(C(=C2)C(=O)O)CC2CC2